OC1=CC=C(C=C1)C1=CC=C(S1)CC1=C(OC=C1)C(=O)N ((5-(4-hydroxyphenyl)thiophen-2-yl)methyl)furan-2-carboxamide